NC1=NC=CC=C1C1=NC=2C(=NC(=CC2)N2N=C(C=C2)C(C)C)N1C=1C=C2CC[C@@H](C2=CC1)NC1CCN(CC1)C(C=C)=O 1-(4-{[(1S)-5-[2-(2-aminopyridin-3-yl)-5-(3-isopropylpyrazol-1-yl)imidazo[4,5-b]pyridin-3-yl]-2,3-dihydro-1H-inden-1-yl]amino}piperidin-1-yl)prop-2-en-1-one